FC=1C=2N(C=C(C1)C1=CNC=3N=C(N=CC31)NCC3(CC3)F)C(=CN2)CO (8-fluoro-6-(2-(((1-fluorocyclopropyl)methyl)amino)-7H-pyrrolo[2,3-d]pyrimidin-5-yl)imidazo[1,2-a]pyridin-3-yl)methanol